N-(6-bromo-3-methylpyridin-2-yl)methanesulfonamide BrC1=CC=C(C(=N1)NS(=O)(=O)C)C